1-ethyl-N-(6-(1-methyl-1H-pyrazol-4-yl)isoquinolin-3-yl)azetidine-3-carboxamide C(C)N1CC(C1)C(=O)NC=1N=CC2=CC=C(C=C2C1)C=1C=NN(C1)C